ethyl 7-(3,6-dihydro-2H-pyran-4-yl)-2-oxo-1,2-dihydroquinoline-3-carboxylate O1CCC(=CC1)C1=CC=C2C=C(C(NC2=C1)=O)C(=O)OCC